C(C)(C)(C)OC(=O)N1CCN(CC1)C1(COCC1O[Si](C1=CC=CC=C1)(C1=CC=CC=C1)C(C)(C)C)C 4-(4-((tert-Butyldiphenylsilyl)oxy)-3-methyltetrahydrofuran-3-yl)piperazine-1-carboxylic acid tert-butyl ester